tert-butyl (2R,3S,4S)-4-[(tert-butoxycarbonyl)oxy]-2-[(4-methoxyphenyl)methyl]-3-{[2-(naphthalen-2-yl)acetyl]oxy}pyrrolidine-1-carboxylate C(C)(C)(C)OC(=O)O[C@@H]1[C@H]([C@H](N(C1)C(=O)OC(C)(C)C)CC1=CC=C(C=C1)OC)OC(CC1=CC2=CC=CC=C2C=C1)=O